C(C)(C)C=1C(=CC2=C(N(C(N2)=O)C2CCC(CC2)N(CCC(F)(F)F)C)C1)C=1C=C(C=2N(C1)N=CN2)OC 6-isopropyl-5-(8-methoxy-[1,2,4]triazolo[1,5-a]pyridin-6-yl)-1-(4-(methyl-(3,3,3-trifluoropropyl)amino)cyclohexyl)-1,3-dihydro-2H-benzo[d]imidazol-2-one